3H-benzo[e]indole-2-carboxylic acid phenylamide C1(=CC=CC=C1)NC(=O)C=1NC=2C=CC3=C(C2C1)C=CC=C3